isopropyl(2-methoxyethyl)sulfane C(C)(C)SCCOC